diisopropyl (4-(((tert-butyldimethylsilyl)oxy)methyl)phenyl)boronate [Si](C)(C)(C(C)(C)C)OCC1=CC=C(C=C1)B(OC(C)C)OC(C)C